N,N-bis(2-hydroxypropyl)propylamine OC(CN(CC(C)O)CCC)C